FC(C1=CC=C(C=C1)/C=C/C(=O)NCC(=O)N1C[C@@H](N(CC1)C(=O)OC(C)(C)C)C(=O)OC)(F)F 1-O-tert-Butyl 2-O-methyl (2R)-4-[2-[[(E)-3-[4-(trifluoromethyl)phenyl]prop-2-enoyl]amino]acetyl]piperazine-1,2-dicarboxylate